(3R)-3-[6-(piperidin-4-yloxy)pyridin-3-yl]Piperidine-2,6-dione N1CCC(CC1)OC1=CC=C(C=N1)[C@@H]1C(NC(CC1)=O)=O